3-{4-[(5-amino-2-pyrazinyl)oxy]phenyl}-1-[5-(trifluoromethyl)-3-pyridinyl]-2,4-imidazolidinedione NC=1N=CC(=NC1)OC1=CC=C(C=C1)N1C(N(CC1=O)C=1C=NC=C(C1)C(F)(F)F)=O